(S)-2-((4-((2-hydroxy-1-phenylethyl)amino)-5-(5-methyl-1,3,4-oxadiazol-2-yl)pyridin-2-yl)amino)-6,7-dihydro-5H-pyrrolo[3,4-b]pyridin-5-one OC[C@H](C1=CC=CC=C1)NC1=CC(=NC=C1C=1OC(=NN1)C)NC1=CC=C2C(=N1)CNC2=O